NC1=NC=NC2=C(C(=C(C=C12)N(C)C)C)C=1C(=C(C=CC1C)O)C 3-(4-amino-6-(dimethylamino)-7-methylquinazolin-8-yl)-2,4-dimethylphenol